ClC1=C(C2=C(C=N1)C(=NN2C)C2C1CN(C(C2O)CC1)C(=O)OC(C)(C)C)F tert-butyl 5-(6-chloro-7-fluoro-1-methyl-pyrazolo[4,3-c]pyridin-3-yl)-6-hydroxy-2-azabicyclo[2.2.2]octane-2-carboxylate